C1(=CC=CC=C1)C1CCN(CC1)C=1C=C(C=CC1)CC(=O)N 2-(3-(4-phenylpiperidin-1-yl)phenyl)acetamide